C(C)OC(COC1=NC(=C(C=C1)N1CN(C2=CC=C(C=C2C1=O)Cl)C1=C(C=C(C=C1)F)C)C)=O 2-((5-(6-chloro-1-(4-fluoro-2-methylphenyl)-4-oxo-1,4-dihydroquinazolin-3(2H)-yl)-6-methylpyridin-2-yl)oxy)acetic acid ethyl ester